N-((S)-1-(4-(4-methylthiazol-5-yl)phenyl)Ethyl)pyrrolidine-2-carboxamide CC=1N=CSC1C1=CC=C(C=C1)[C@H](C)NC(=O)C1NCCC1